4-CHLORO-6-METHYL-2H-THIOCHROMENE-3-CARBALDEHYDE ClC1=C(CSC2=CC=C(C=C12)C)C=O